N-((1-(2-ethylbenzyl)cyclobutyl)methyl)-1-methyl-5-oxo-4,5-dihydro-1H-1,2,4-triazole-3-carboxamide C(C)C1=C(CC2(CCC2)CNC(=O)C2=NN(C(N2)=O)C)C=CC=C1